2-[3-methyl-4-[[(3R)-1-(2-hydroxyethyl)-3-piperidyl]amino]isoxazolo[4,5-d]pyridazin-7-yl]-5-(trifluoromethyl)phenol formic acid salt C(=O)O.CC1=NOC2=C1C(=NN=C2C2=C(C=C(C=C2)C(F)(F)F)O)N[C@H]2CN(CCC2)CCO